(1s,4r)-cis-4-(2-amino-6-cyclopropylamino-9H-purin-9-yl)-2-cyclopentene-1-methanol NC1=NC(=C2N=CN(C2=N1)[C@H]1C=C[C@H](C1)CO)NC1CC1